N-(3-trimethoxysilylpropyl)-amino-succinic acid diethyl ester C(C)OC(C(CC(=O)OCC)NCCC[Si](OC)(OC)OC)=O